Phenyl (2-(dimethylamino)ethyl)((S)-1-((2S,4R)-2-((4-ethynylbenzyl)carbamoyl)-4-hydroxypyrrolidin-1-yl)-3,3-dimethyl-1-oxobutan-2-yl)carbamate CN(CCN(C(OC1=CC=CC=C1)=O)[C@H](C(=O)N1[C@@H](C[C@H](C1)O)C(NCC1=CC=C(C=C1)C#C)=O)C(C)(C)C)C